N-(pyridin-4-yl)cyclohexane-1-carboxamide N1=CC=C(C=C1)NC(=O)C1CCCCC1